(1S,2R)-2-((S)-5-Bromo-1-((1-oxoisoindolin-2-yl)methyl)-8-((5,6,7,8-tetrahydro-[1,2,4]triazolo[4,3-a]pyridin-3-yl)methoxy)-1,2,3,4-tetrahydroisochinolin-2-carbonyl)cyclohexan BrC1=C2CCN([C@@H](C2=C(C=C1)OCC1=NN=C2N1CCCC2)CN2C(C1=CC=CC=C1C2)=O)C(=O)C2CCCCC2